FC1=C(C(=CC(=C1)CN1CC(C1)OC)F)C=1C=C2C(=CN1)NN=C2C2=C(C(=O)N)C=CC(=C2)N2CCN(CC2)C (5-(2,6-difluoro-4-((3-methoxyazetidin-1-yl)methyl)phenyl)-1H-pyrazolo[3,4-c]pyridin-3-yl)-4-(4-methylpiperazin-1-yl)benzamide